piperidine sulfonyl-carbamate S(=O)(=O)=NC(O)=O.N1CCCCC1